BrC1=CC(=CC2=C1NC(CC(N2)=O)C)C(=O)OC Methyl 9-bromo-2-methyl-4-oxo-2,3,4,5-tetrahydro-1H-benzo[b][1,4]diazepine-7-carboxylate